C1(CC1)OC1=CC(=NC=C1)C1=NSC(=N1)NC1=NC=C(C(=C1)C(F)(F)F)C(C)C 3-(4-cyclopropoxypyridin-2-yl)-N-(5-isopropyl-4-(trifluoromethyl)pyridin-2-yl)-1,2,4-thiadiazol-5-amine